4-(1,3-dioxoisoindolin-2-yl)butane-1-sulphonic acid O=C1N(C(C2=CC=CC=C12)=O)CCCCS(=O)(=O)O